ClC1=CC=CC2=C1CCN(S2(=O)=O)[C@@H]([C@H](C)C2=C(C(=CC=C2F)C)C)C2=NNC(O2)=O 5-((1S,2R)-1-(5-chloro-1,1-dioxo-3,4-dihydro-2H-benzo[e][1,2]thiazin-2-yl)-2-(6-fluoro-2,3-dimethylphenyl)propyl)-1,3,4-oxadiazol-2(3H)-one